methyl N-[5-[6-[1-(4-fluorophenyl)imidazol-2-yl]-8-methyl-imidazo[1,2-a]pyridin-3-yl]-2-pyridyl]carbamate FC1=CC=C(C=C1)N1C(=NC=C1)C=1C=C(C=2N(C1)C(=CN2)C=2C=CC(=NC2)NC(OC)=O)C